O1C(OCC1)CCCCCO 5-(1,3-dioxolan-2-yl)pentan-1-ol